arsenic copper lead zinc silver [Ag].[Zn].[Pb].[Cu].[As]